2-((2S)-1-acryloyl-4-(7-chloro-2'-(((S)-1-methylpyrrolidin-2-yl)methoxy)-3,4,5',8'-tetrahydro-2H,6'H-spiro[naphthalene-1,7'-quinazolin]-4'-yl)piperazin-2-yl)acetonitrile C(C=C)(=O)N1[C@H](CN(CC1)C1=NC(=NC=2CC3(CCC12)CCCC1=CC=C(C=C13)Cl)OC[C@H]1N(CCC1)C)CC#N